(4-tert-butylphenyl)boronic acid C(C)(C)(C)C1=CC=C(C=C1)B(O)O